BrC=1C=C(C=CC1OC)N1CC(NCC1)CO (4-(3-bromo-4-methoxyphenyl)piperazin-2-yl)methanol